BrC1=CC(=C(C=N1)C(=O)O)Cl 6-Bromo-4-chloropyridine-3-carboxylic acid